N-(3,4-difluorophenyl)-2-methyl-6,7,7a,8-tetrahydro-2H-azeto[1,2-e]pyrrolo[3,4-b][1,4,5]oxathiazepine-1-carboxamide 4,4-dioxide FC=1C=C(C=CC1F)NC(=O)C=1N(C=C2C1OCC1N(S2(=O)=O)CC1)C